butyryl-trihexyl-citrate C(CCC)(=O)C(C(C(C(=O)[O-])(CCCCCC)CCCCCC)(O)C(=O)[O-])(C(=O)[O-])CCCCCC